IC1=CN(C=2N=CN=C(C21)N)C2CCN(CC2)C 5-iodo-7-(1-methylpiperidin-4-yl)-7H-pyrrolo[2,3-d]pyrimidin-4-amine